1-cyclobutyl-4-((3-(3-fluorophenyl)isoxazol-5-yl)methyl)piperazine-2,3-dione C1(CCC1)N1C(C(N(CC1)CC1=CC(=NO1)C1=CC(=CC=C1)F)=O)=O